CN(C1=C2C=CN(C2=CC(=C1)C#CCNC=1C(OC)=CC=C(C1)S(=O)(=O)C)CC(F)(F)F)CC1CCNCC1 4-{N-methyl[(4-piperidyl)methyl]amino}-6-[3-(4-mesyl-2-anisidino)-1-propynyl]-1-(2,2,2-trifluoroethyl)indole